N-[(1H-1,3-benzodiazol-5-yl)methyl]-3',4'-dimethoxy-[1,1'-biphenyl]-2-amine N1C=NC2=C1C=CC(=C2)CNC=2C(=CC=CC2)C2=CC(=C(C=C2)OC)OC